N1(CCCCC1)C(=O)ON(C1=C(C=CC=C1SCC1=CC=CC=C1)N)C(C)(C)C tert-butyl-((2-amino-6-(benzylthio) phenyl) amino) piperidine-1-carboxylate